COC1=C(C2=C(NC(N2C)=O)C=C1)N1CCC(CC1)N(C(OC(C)(C)C)=O)C Tert-butyl (1-(5-methoxy-3-methyl-2-oxo-2,3-dihydro-1H-benzo[d]imidazol-4-yl)piperidin-4-yl)(methyl)carbamate